ClC=1C=C(C(=NC1OC)CC(CC)N)OC 1-(5-chloro-3,6-dimethoxypyridin-2-yl)butan-2-amine